1,4,7,10-tetraazacyclotridecane-11,13-dione N1CCNCCNCCNC(CC1=O)=O